BrC1=C2CN(C(C2=CC=C1)=O)N1C(CCCC1=O)=O (4-bromo-1-oxo-isoindolin-2-yl)piperidine-2,6-dione